3-(5-(((1S,2S)-2-(3-(5-chloropyrimidin-4-yl)azetidin-1-yl)cyclohexyl)oxy)-1-oxoisoindolin-2-yl)piperidine-2,6-dione ClC=1C(=NC=NC1)C1CN(C1)[C@@H]1[C@H](CCCC1)OC=1C=C2CN(C(C2=CC1)=O)C1C(NC(CC1)=O)=O